C(C)S(=O)(=O)OCC ethyl Ethanesulfonate